(R)-4-(1-(4-cyclopropylphenyl)-3-(3-methylaminopiperidine-1-carbonyl)-1H-pyrazole-5-yl)benzonitrile C1(CC1)C1=CC=C(C=C1)N1N=C(C=C1C1=CC=C(C#N)C=C1)C(=O)N1C[C@@H](CCC1)NC